ClC1=NC(=C2N=CNC2=N1)NC1=CC(=CC=C1)OC 2-Chloro-N-(3-methoxyphenyl)-9H-purin-6-amin